(5'S,7a'R)-1-(3-chloropyridine-2-carbonyl)-5'-(3,5-difluorophenyl)tetra-hydro-3'H-spiro[piperidine-4,2'-pyrrolo[2,1-b][1,3]-oxazol]-3'-one ClC=1C(=NC=CC1)C(=O)N1CCC2(C(N3[C@H](O2)CC[C@H]3C3=CC(=CC(=C3)F)F)=O)CC1